C1(=CC=CC2=CC=CC=C12)[Si](OCCC)(OCCC)OCCC naphthyl-tripropoxysilane